C(C)(C)(C)OC(N[C@H]1CN(CC[C@H]1F)C1=C2C(=C(NC2=C(C=C1F)C(N)=O)C)C)=O ((3S,4R)-1-(7-carbamoyl-5-fluoro-2,3-dimethyl-1H-indol-4-yl)-4-fluoropiperidin-3-yl)carbamic acid tert-butyl ester